1-[3-[1-(difluoromethyl)-3,5-dimethyl-pyrazol-4-yl]pyrazolo[1,5-a]pyridin-5-yl]-3-methoxy-pyrazole-4-carboxamide FC(N1N=C(C(=C1C)C=1C=NN2C1C=C(C=C2)N2N=C(C(=C2)C(=O)N)OC)C)F